2-((2-(((tert-Butoxycarbonyl)(2-(6-methoxy-3-nitropyridin-2-yl)ethyl)amino)-methyl)-4-chloro-3-fluorophenyl)amino)-4,5-difluorobenzoic acid C(C)(C)(C)OC(=O)N(CCC1=NC(=CC=C1[N+](=O)[O-])OC)CC1=C(C=CC(=C1F)Cl)NC1=C(C(=O)O)C=C(C(=C1)F)F